(3-cyano-2H-chromen-7-yl)piperazine-1-carboxylic acid tert-butyl ester C(C)(C)(C)OC(=O)N1C(CNCC1)C1=CC=C2C=C(COC2=C1)C#N